(5-(5-chloro-2-methoxypyridin-4-yl)-1H-pyrazole-3-carbonyl)-2,6-dimethylpiperidine-4-carboxylic acid ClC=1C(=CC(=NC1)OC)C1=CC(=NN1)C(=O)N1C(CC(CC1C)C(=O)O)C